O=C1N(CCC1CC1=CC=C(C=C1)C#C[Si](C)(C)C)C(=O)OC(C)(C)C tert-butyl 2-oxo-3-(4-((trimethylsilyl)ethynyl)benzyl)pyrrolidine-1-carboxylate